S1C(C=CC=C1)=C1SC=CC=C1 Bi(thiainin)